1,2,4-triazaol-3-one N1=NC(N=C1)=O